3-N-(1-(tert-butyl)piperidin-4-yl)-4-(1H-imidazol-1-yl)picolinamide C(C)(C)(C)N1CCC(CC1)N1CN(C=C1)C1=CC(=NC=C1)C(=O)N